ethylimidazolium hydrogen sulfate S(=O)(=O)(O)[O-].C(C)C=1NC=C[NH+]1